N-(3-((1-(5-amino-2-benzylpentanoyl)-4-hydroxypiperidin-4-yl)methyl)-4-oxo-3,4-dihydroquinazolin-7-yl)-3-(dimethylamino)propanamide NCCCC(C(=O)N1CCC(CC1)(O)CN1C=NC2=CC(=CC=C2C1=O)NC(CCN(C)C)=O)CC1=CC=CC=C1